C(C)([O-])([O-])[O-] ortho-acetate